ClC1=C2C(N(C(=NC2=CC=C1)C)C1=CC=C(C=C1)CC(=S)N)=O (4-(5-chloro-2-methyl-4-oxoquinazolin-3(4H)-yl)phenyl)thioacetamide